(4-(hydroxymethyl)-3-nitrobenzyloxy)-2-(2-morpholinoethyl)-1H-benzisoquinoline-1,3(2H)-dione OCC1=C(C=C(COC2C(N(C(C3=C4C(=CC=C23)C=CC=C4)=O)CCN4CCOCC4)=O)C=C1)[N+](=O)[O-]